COC(C#C)(C)C 3-methoxy-3-methylbut-1-yne